1-benzyl-3-methylpiperidine-2,2,6,6-d4 C(C1=CC=CC=C1)N1C(C(CCC1([2H])[2H])C)([2H])[2H]